(6-methyl-2-carbonyl-1,2-dihydropyridin-4-yl)-N-(2-(trifluoromethyl)pyridin-4-yl)pyrazolo[1,5-a]pyridine-3-carboxamide CC1=CC(=CC(N1)=C=O)C1=NN2C(C=CC=C2)=C1C(=O)NC1=CC(=NC=C1)C(F)(F)F